4-(2-(2-Aminopyridin-3-yl)-3-(4-(hydroxymethyl)phenyl)-3H-imidazo[4,5-b]pyridin-5-yl)-1-methyl-1,4-diazepan-2-one NC1=NC=CC=C1C1=NC=2C(=NC(=CC2)N2CC(N(CCC2)C)=O)N1C1=CC=C(C=C1)CO